NC1=C(N=CC(=N1)N1CCC2(CC1)[C@@H](C=1C(=NC=3C=CC=CC3C1)C2)N)SC2=C(C(=NC=C2)N)Cl (S)-1'-(6-amino-5-((2-amino-3-chloropyridin-4-yl)thio)pyrazin-2-yl)-1,3-dihydrospiro[cyclopenta[b]quinoline-2,4'-piperidin]-1-amine